CC1(C2=CC=CC=C2C=2C=CC(=CC12)N(C1=C(C=CC=C1)B(O)O)C1=CC=2C(C3=CC=CC=C3C2C=C1)(C)C)C (2-(bis(9,9-dimethyl-9H-fluoren-2-yl)amino)phenyl)boronic acid